(2-Chloro-4-fluoro-phenyl)-[8-[2-(methoxymethoxy)-5-[[4-(2-phenylethyl)-1-piperidinyl]sulfonyl]phenyl]-3,8-diazabicyclo[3.2.1]oct-3-yl]methanone ClC1=C(C=CC(=C1)F)C(=O)N1CC2CCC(C1)N2C2=C(C=CC(=C2)S(=O)(=O)N2CCC(CC2)CCC2=CC=CC=C2)OCOC